4,6-Bis{4-[(3-dimethylaminopropyl)iminomethyl]phenyl}-1-phenyl-1H-pyrazolo[3,4-d]pyrimidine CN(CCCN=CC1=CC=C(C=C1)C1=C2C(=NC(=N1)C1=CC=C(C=C1)C=NCCCN(C)C)N(N=C2)C2=CC=CC=C2)C